ortho-Xylylenediamine C=1(C(=CC=CC1)CN)CN